CC1(CCC2CC(=CCC2C1)C)C 3,3,7-trimethyl-1,3,4,5,8,8a-hexahydronaphthalen